((4-((2-(dimethylamino)-4-phenylthiazol-5-yl)oxy)pyridin-2-yl)amino)nicotinic acid CN(C=1SC(=C(N1)C1=CC=CC=C1)OC1=CC(=NC=C1)NC1=C(C(=O)O)C=CC=N1)C